C(C1=CC=CC=C1)C1N(CCNC1)N BENZYLPIPERAZINE-AMIN